N-[[5-[5-(difluoromethyl)-1,3,4-oxadiazol-2-yl]pyridin-2-yl]methyl]-N-(2,5-difluorophenyl)thiomorpholin-4-carboxamide FC(C1=NN=C(O1)C=1C=CC(=NC1)CN(C(=O)N1CCSCC1)C1=C(C=CC(=C1)F)F)F